methyl-ethyl-ammonium sulfate S(=O)(=O)([O-])[O-].C[NH2+]CC.C[NH2+]CC